methyl (E)-1-(2-((1,3-dioxoisoindolin-2-yl)methyl)-3-fluoroallyl)-1H-pyrazole-5-carboxylate O=C1N(C(C2=CC=CC=C12)=O)C/C(/CN1N=CC=C1C(=O)OC)=C\F